6-[[6-(trifluoromethoxy)-3-pyridyl]methyl]-2-azaspiro[3.3]heptane FC(OC1=CC=C(C=N1)CC1CC2(CNC2)C1)(F)F